NC=1C(=NN(C1)CCOC)C(=O)N 4-amino-1-(2-methoxyethyl)-1H-pyrazole-3-carboxamide